C1(=CC(=CC=C1)[C@@H]1CNC2(CC2)[C@H]1C#N)C (6R,7S)-6-(m-tolyl)-4-azaspiro[2.4]heptane-7-carbonitrile